C(C)(C)N1N=CC=2C(=CC=CC12)C(=O)NCC#C 1-isopropyl-N-(prop-2-yne-1-yl)-1H-indazole-4-carboxamide